O=C1N(C(CCC1N1C(C2=CC=C(C=C2C1=O)N1CC(C1)O)=O)=O)COCC[Si](C)(C)C 2-(2,6-dioxo-1-((2-(trimethylsilyl)ethoxy)methyl)piperidin-3-yl)-5-(3-hydroxyazetidin-1-yl)isoindoline-1,3-dione